OC(C(=O)N1CCN(CC1)C1=CC=CC=N1)C(C)C 6-(4-(2-hydroxy-3-methylbutanoyl)piperazin-1-yl)pyridin